C1(=CC=CC=C1)C1=C(C(=NN=N1)C1=C(C2=C(SC3=C2C=CC=C3)C=C1)C1=C(C=CC=C1)C1=CC=CC=C1)C1=CC=CC=C1 (diphenyltriazinyl)(biphenylyl)dibenzothiophene